C(C1=CC=CC=C1)N1N=CC=2C1=NC(=C(C2Br)N)C 1-benzyl-4-bromo-6-methyl-1H-pyrazolo[3,4-b]Pyridin-5-amine